N-[3-(5-chloro-1,3-benzoxazol-2-yl)-3-azaspiro[5.5]undecan-9-yl]-4-methyl-1-oxo-thiane-4-carboxamide ClC=1C=CC2=C(N=C(O2)N2CCC3(CC2)CCC(CC3)NC(=O)C3(CCS(CC3)=O)C)C1